4-oxo-4,5,6,7-tetrahydrothieno[3,2-c]Pyridine-2-carbonitrile O=C1NCCC2=C1C=C(S2)C#N